N[C@@H](C(=O)O)CC(CC)C (2R)-2-AMINO-4-METHYLHEXANOIC ACID